3-(5-((1R,5S)-9-benzyl-3,9-diazabicyclo[3.3.1]nonan-7-yl)-1-oxoisoindolin-2-yl)piperidine-2,6-dione C(C1=CC=CC=C1)N1[C@H]2CNC[C@@H]1CC(C2)C=2C=C1CN(C(C1=CC2)=O)C2C(NC(CC2)=O)=O